1,2-di-O-acetyl-4-azido-4,6-dideoxy-alpha-D-mannopyranose C(C)(=O)O[C@@H]1[C@@H](OC(C)=O)[C@@H](O)[C@@H]([C@H](O1)C)N=[N+]=[N-]